[La].ClC1=CC(=C2C(=N1)C1(OCC2)COCC1)OCC1(COC1)O 3-(((2'-Chloro-4,5,5',6'-tetrahydro-2H-spiro[furan-3,8'-pyrano[3,4-b]pyridin]-4'-yl)oxy)methyl)oxetan-3-ol lanthanum